tert-butyl (3S,5S)-3-amino-5-fluoropiperidine-1-Carboxylate N[C@@H]1CN(C[C@H](C1)F)C(=O)OC(C)(C)C